1-((2S,3S)-2-hydroxy-3-((3R,5R,8R,9S,10S,13S,14S,17R)-3-hydroxy-10,13-dimethyl-3-(trifluoromethyl)hexadecahydro-1H-cyclopenta[a]phenanthren-17-yl)butyl)pyridin-2(1H)-one O[C@H](CN1C(C=CC=C1)=O)[C@@H](C)[C@H]1CC[C@H]2[C@@H]3CC[C@@H]4C[C@](CC[C@@]4([C@H]3CC[C@]12C)C)(C(F)(F)F)O